1-naphthyl (pentyl) sulfide C(CCCC)SC1=CC=CC2=CC=CC=C12